2-fluoro-N1,N1-dimethyl-benzene-1,4-diamine FC1=C(C=CC(=C1)N)N(C)C